6-amino-2-(3,5-dichloro-4-((4-methyl-2-(6-bromopyridin-3-yl)quinolin-6-yl)oxy)phenyl)-1,2,4-triazine-3,5(2H,4H)-dione NC=1C(NC(N(N1)C1=CC(=C(C(=C1)Cl)OC=1C=C2C(=CC(=NC2=CC1)C=1C=NC(=CC1)Br)C)Cl)=O)=O